tert-butyl 4-(4-(methoxycarbonyl)-2-methylphenoxy)piperidine-1-carboxylate COC(=O)C1=CC(=C(OC2CCN(CC2)C(=O)OC(C)(C)C)C=C1)C